OCCCCCCCCCCC(=O)O 11-hydroxyundecanoic acid